C(C)(C)(C)OC(=O)N1C(CCC1)CC(=O)O 2-(1-t-butoxycarbonyl-pyrrolidin-2-yl)acetic acid